(3S)-N-[5-(5-fluoro-3-pyridinyl)-3-isopropyl-pyrazolo[1,5-a]Pyrimidin-7-yl]-2,3,4,9-tetrahydro-1H-carbazol-3-amine FC=1C=C(C=NC1)C1=NC=2N(C(=C1)N[C@H]1CCC=3NC4=CC=CC=C4C3C1)N=CC2C(C)C